Cl.N[C@H](C)C1=C(C(=CC=C1)F)CO (R)-(2-(1-aminoethyl)-6-fluorophenyl)methanol hydrochloride